BrC1=C(N=C(S1)NS(=O)(=O)C1=NC=C(C=C1C)/N=C/C1=C(C(=CC=C1)OC)O)C1=CC(=C(C=C1)Cl)F (E)-N-(5-bromo-4-(4-chloro-3-fluorophenyl)thiazol-2-yl)-5-((2-hydroxy-3-methoxybenzylidene)amino)-3-methylpyridine-2-sulfonamide